2,6-dimethoxy-N-(4-methoxy-6-(4-(piperazin-1-yl)thiazol-2-yl)benzo[d]isoxazol-3-yl)benzenesulfonamide hydrochloride Cl.COC1=C(C(=CC=C1)OC)S(=O)(=O)NC1=NOC2=C1C(=CC(=C2)C=2SC=C(N2)N2CCNCC2)OC